4-Fluoro-N-{1-[5-(oxan-2-carbonyl)-5,6,7,8-tetrahydro-1,5-naphthyridin-2-yl]cyclopropyl}benzamid FC1=CC=C(C(=O)NC2(CC2)C2=NC=3CCCN(C3C=C2)C(=O)C2OCCCC2)C=C1